C1NCC12CCN(CC2)C2=NC=C(C(=N2)C2=CC=C(C#N)C=C2)C2=CC=C(C=C2)C 4-[2-(2,7-diazaspiro[3.5]nonan-7-yl)-5-(4-methylphenyl)pyrimidin-4-yl]benzonitrile